5-chloro-2-(tetrahydrofuran-3-yl)-2H-pyrazolo[4,3-b]pyridine ClC=1C=CC=2C(N1)=CN(N2)C2COCC2